FC1=NC(=CC(=C1)N(C(SC(C)C)=O)C=1SC(=C(N1)C(NC1C(CC1)(C)C)=O)C)F S-isopropyl N-(2,6-difluoro-4-pyridyl)-N-[4-[(2,2-dimethyl cyclobutyl)carbamoyl]-5-methyl-thiazol-2-yl]carbamothioate